C(C)C1CCC(CC1)NC(=O)CC(C(CC(=O)NC1CCC(CC1)CC)C(=O)NC1CCC(CC1)CC)C(=O)NC1CCC(CC1)CC 1,2,3,4-butanetetracarboxylic acid tetra(4-ethylcyclohexylamide)